OC(CNC1=CC(=CC=C1)C)O N-dihydroxyethyl-m-methylaniline